8-(2-fluorophenyl)-N2-(4-morpholinylphenyl)pyrido[3,4-d]pyrimidine-2,4-diamine FC1=C(C=CC=C1)C1=NC=CC2=C1N=C(N=C2N)NC2=CC=C(C=C2)N2CCOCC2